5-[4-(4-Hexylcyclohexyl)phenyl]benzene-1,3-diol C(CCCCC)C1CCC(CC1)C1=CC=C(C=C1)C=1C=C(C=C(C1)O)O